zirconium cerium zirconium [Zr].[Ce].[Zr]